4-hydroxy-4-[methoxy(methyl)carbamoyl]piperidine-1-carboxylic acid tert-butyl ester C(C)(C)(C)OC(=O)N1CCC(CC1)(C(N(C)OC)=O)O